ClC1=C(C=C2C=C(N=CC2=C1)NC(=O)C1C(C1C=1C=NN(C1)C)C)C1CCN(CC1)[C@]1(COC[C@H]1F)C N-(7-chloro-6-(1-((3S,4S)-4-fluoro-3-methyltetrahydrofuran-3-yl)piperidin-4-yl)isoquinolin-3-yl)-2-methyl-3-(1-methyl-1H-pyrazol-4-yl)cyclopropane-1-carboxamide